tert-butyl(7-oxo-7-((5-(4-(((2,2,2-trichloroethoxy)carbonyl) oxy)phenyl) thiazol-2-yl) amino) heptyl) carbamate C(N)(OC(CCCCCC(NC=1SC(=CN1)C1=CC=C(C=C1)OC(=O)OCC(Cl)(Cl)Cl)=O)C(C)(C)C)=O